tert-Butyl 4-[(2-{4-[5-chloro-2-(1,3-oxazol-5-yl)phenyl]-5-methoxy-2-oxopyridin-1(2H)-yl}-3-[(2S)-tetrahydro-2H-pyran-2-yl]propanoyl)amino]benzoate ClC=1C=CC(=C(C1)C1=CC(N(C=C1OC)C(C(=O)NC1=CC=C(C(=O)OC(C)(C)C)C=C1)C[C@H]1OCCCC1)=O)C1=CN=CO1